S1C(=NC=C1)C1=CC=C(C=2N=C(OC21)N2CC1N(C(C2)C1)C(=O)OC(C)(C)C)C(C(F)(F)F)O tert-Butyl 3-(7-(thiazol-2-yl)-4-(2,2,2-trifluoro-1-hydroxyethyl)benzo[d]oxazol-2-yl)-3,6-diazabicyclo[3.1.1]heptane-6-carboxylate